dichlorotriazinylamine ClN(C1=NN=NC=C1)Cl